1-(4-((4-((2-fluoro-4-((1-(5-methoxy-6-methylpyridin-3-yl)-1H-pyrazol-3-yl)oxy)phenyl)amino)-7-methoxyquinazolin-6-yl)amino)piperidin-1-yl)prop-2-en-1-one FC1=C(C=CC(=C1)OC1=NN(C=C1)C=1C=NC(=C(C1)OC)C)NC1=NC=NC2=CC(=C(C=C12)NC1CCN(CC1)C(C=C)=O)OC